5-(5-(2-(3-(2-amino-6-bromo-1H-benzo[d]imidazol-1-yl)-3-methylpiperidin-1-yl)ethoxy)-1-methyl-1H-pyrazol-4-yl)-1-methyl-6-oxo-1,6-dihydropyridine-3-carboxylic acid NC1=NC2=C(N1C1(CN(CCC1)CCOC1=C(C=NN1C)C1=CC(=CN(C1=O)C)C(=O)O)C)C=C(C=C2)Br